FC1=C(C=CC=C1)C1=NC2=CC=C(C=C2C(=C1)C(=O)O)F (2-fluorophenyl)-6-fluoro-quinoline-4-carboxylic acid